(R)-1-(7-isobutyramido-1-(piperidin-1-yl)-2,6-naphthyridin-3-yl)ethyl benzoate C(C1=CC=CC=C1)(=O)O[C@H](C)C=1N=C(C2=CC(=NC=C2C1)NC(C(C)C)=O)N1CCCCC1